vinyl-1-butene C(=C)C=CCC